C1(CCCCC1)P(C1=C(C=CC=C1)C1=C(C=CC=C1N(C)C)N(C)C)C1CCCCC1 2-Dicyclohexylphosphino-2',6'-bis(N,N-dimethyl-amino)-1,1'-biphenyl